6-Bromo-4-(6-(6-((6-cyclopropoxypyridin-3-yl)methyl)-3,6-diazabicyclo[3.1.1]heptane-3-yl)pyridin-3-yl)pyrazolo[1,5-a]pyridine-3-carbonitrile BrC=1C=C(C=2N(C1)N=CC2C#N)C=2C=NC(=CC2)N2CC1N(C(C2)C1)CC=1C=NC(=CC1)OC1CC1